CC1(OCC(N1C(=O)[O-])C(=O)[O-])C 2,2-dimethyl-1,3-oxazolidine-3,4-dicarboxylate